C(C)(C)(C)OC(=O)N([C@@H](C(=O)OC)CCC(F)(F)F)C methyl (R)-2-((tert-butoxycarbonyl) (methyl) amino)-5,5,5-trifluoropentanoate